N4-(1-methylpyrrolidin-3-yl)-N3-(quinoxalin-6-ylmethyl)pyridine-3,4-diamine CN1CC(CC1)NC1=C(C=NC=C1)NCC=1C=C2N=CC=NC2=CC1